S(=O)(=O)(O)O.C(C1=CC=CC=C1)=C1C(C2(CCC1C2(C)C)C)=O benzylidene-bornan-2-one sulfate